C(CC)OC(\C(=C(/C(=O)OCCC)\I)\I)=O 2,3-Di-iodomaleic acid dipropyl ester